N=1CNC(C=2C1C=CN2)=O 3H-pyrrolo[3,2-d]pyrimidin-4-one